OC1=C(C=CC=C1)C=1SC2=C(N1)C=CC=C2 o-hydroxyphenylbenzothiazole